C(CCCCCCCCCCCCCCCCC)C1=CC=CC2=CC=CC=C12 octadecyl-naphthaline